(2-methoxypropan-2-yl)-2,6-dimethyl-2H-thieno[3,2-c]pyrazole COC(C)(C)C1=C2C(=NN1C)C(=CS2)C